COC(=O)[C@H]1N[C@H](CC1)C1=CC=C(C=C1)Cl (2S,5R)-5-(4-chlorophenyl)pyrrolidine-2-carboxylic acid methyl ester